2,3,6,7-tetrahydroxy-9,10-anthraquinone OC1=CC=2C(C3=CC(=C(C=C3C(C2C=C1O)=O)O)O)=O